1-(3-Trifluoromethoxybenzyl)-1H-indazole-5-carboxylic acid methyl ester COC(=O)C=1C=C2C=NN(C2=CC1)CC1=CC(=CC=C1)OC(F)(F)F